Ethyl 2-((1R,3S)-3-(tert-butoxycarbonylamino)-1-hydroxy-4-methylpentyl)thiazole-4-carboxylate C(C)(C)(C)OC(=O)N[C@@H](C[C@@H](O)C=1SC=C(N1)C(=O)OCC)C(C)C